C(=O)(OC(C)(C)C)N1CCC(CC1)(C(=O)O)NC1=CC=CC=C1 1-Boc-4-phenylamino-piperidine-4-carboxylic acid